(1R,3R,5R)-N-((R)-(4-chloro-2,5-difluorophenyl)(3-oxetanyl)methyl)-2-((5-methyl-3-pyridinyl)carbonyl)-2-azabicyclo[3.1.0]hexane-3-carboxamide ClC1=CC(=C(C=C1F)[C@H](NC(=O)[C@@H]1N([C@@H]2C[C@@H]2C1)C(=O)C=1C=NC=C(C1)C)C1COC1)F